4-(butane-1-yn-1-yl)-1H-indazole-7-carboxylate C(#CCC)C1=C2C=NNC2=C(C=C1)C(=O)[O-]